sodium aurous sulfite S(=O)([O-])[O-].[Au+].[Na+]